CC1(OB(OC1(C)C)C1=CC(CC1)C1=CN=C(S1)C(F)(F)F)C 5-(3-(4,4,5,5-Tetramethyl-1,3,2-dioxaborolan-2-yl)cyclopent-2-enyl)-2-(trifluoromethyl)thiazole